C(C1=CC=CC=C1)OC1=NC(=CC=C1C1=CC=C(C=C1)N(CC(=O)N1CCN(CC1)C(=O)OC(C)(C)C)C(=O)OC(C)(C)C)OCC1=CC=CC=C1 Tert-butyl 4-(N-(4-(2,6-bis(benzyloxy)pyridin-3-yl)phenyl)-N-(tert-butoxy-carbonyl)glycyl)piperazine-1-carboxylate